(2,4,5-trimethyl-3,6-dioxocyclohexa-1,4-dien-1-yl)propanoic acid CC1=C(C(C(=C(C1=O)C)C)=O)C(C(=O)O)C